ClC1=C(C(F)(F)F)C=CC=C1 ortho-chlorotrifluorotoluene